Tert-butyl (3S,4S)-3-fluoro-4-(prop-2-yn-1-yloxy)piperidine-1-carboxylate F[C@H]1CN(CC[C@@H]1OCC#C)C(=O)OC(C)(C)C